FC(C1=C(C=CC=C1)C#CC1CCNCC1)(F)F 4-[2-[2-(Trifluoromethyl)phenyl]ethynyl]piperidine